N1C(CCNC2=C1C=CC=C2)=O 1,3,4,5-tetrahydro-2H-1,5-benzodiazepin-2-one